3-(naphthalen-1-yl)propionic acid C1(=CC=CC2=CC=CC=C12)CCC(=O)O